C1(CC1)C=1C=C(OC=2C(=C(N=NC2)C(C)C)C(=O)OC)C=CC1 methyl 5-(3-cyclopropylphenoxy)-3-isopropyl-pyridazine-4-carboxylate